[2H]C(C(N(C)C)([2H])[2H])([2H])C1=CNC=2C=CC=C(C12)O 3-[1,1,2,2-Tetradeuterio-2-(dimethylamino)ethyl]-1H-indol-4-ol